C(C)C1(NCC1)C (2ξ)-2-ethyl-2-methylazetidine